2-((1R,5S,6S)-6-(4-isopropylphenyl)-3-azabicyclo[3.1.0]hexane-3-carbonyl)-7-oxa-5-azaspiro[3.4]octan-6-one C(C)(C)C1=CC=C(C=C1)C1[C@@H]2CN(C[C@H]12)C(=O)C1CC2(C1)NC(OC2)=O